tridecanol fluorine [F].C(CCCCCCCCCCCC)O